4-(1-(benzofuran-6-ylmethyl)-1H-1,2,3-triazol-4-yl)-7-bromothieno[3,2-d]pyrimidine O1C=CC2=C1C=C(C=C2)CN2N=NC(=C2)C=2C1=C(N=CN2)C(=CS1)Br